BrC=1C(=CC(=C(C1)NC(=O)C1=CNC(C=C1C(F)(F)F)=O)N1CCN(CC1)C)F N-(5-bromo-4-fluoro-2-(4-methylpiperazin-1-yl)phenyl)-6-oxo-4-(trifluoromethyl)-1,6-dihydropyridine-3-carboxamide